(3aS,4R,9bR)-2-Difluoromethylene-4-(4-hydroxy-phenyl)-1,2,3,3a,4,9b-hexahydro-cyclopenta[c]chromen-8-ol FC(=C1C[C@@H]2[C@@H]([C@@H](OC=3C=CC(=CC23)O)C2=CC=C(C=C2)O)C1)F